6-(benzyloxy)-N-(4-cyano-2,5-difluorophenyl)-1H-indole-3-sulfonamide C(C1=CC=CC=C1)OC1=CC=C2C(=CNC2=C1)S(=O)(=O)NC1=C(C=C(C(=C1)F)C#N)F